1-methyl-4-{4-[5-(oxetan-3-yl)-1,3-benzoxazol-2-yl]piperidin-1-yl}-2-oxo-1,2-dihydroquinoline-3-carbonitrile CN1C(C(=C(C2=CC=CC=C12)N1CCC(CC1)C=1OC2=C(N1)C=C(C=C2)C2COC2)C#N)=O